rac-N-[(2S,3R)-2-{[2-(3,5-difluorophenyl)-1,3-thiazol-4-yl]methyl}-4,4-difluoro-1-(1-hydroxycyclobutane-1-carbonyl)pyrrolidin-3-yl]ethanesulfonamide FC=1C=C(C=C(C1)F)C=1SC=C(N1)C[C@@H]1N(CC([C@@H]1NS(=O)(=O)CC)(F)F)C(=O)C1(CCC1)O |r|